1-vinyl-3-methyl-imidazole hexafluorophosphate salt F[P-](F)(F)(F)(F)F.C(=C)N1CN(C=C1)C